C(C)(C)(C)NC(C1=CC=C(C=C1)C)=O N-(tertiary butyl)-4-methylbenzamide